isononadecyl-amine C(CCCCCCCCCCCCCCCC(C)C)N